C(CCCCCCCCCCC)(=O)[O-].C(CCCCCCCCCCC)(=O)[O-].[Sn+2] tin (II) dilaurate